P(=O)([O-])([O-])[O-].[K+].[Na+].[Na+].[C@@H]1([C@H](O)[C@H](O)[C@@H](COP(=O)(O)O)O1)N1C=NC=2C(=O)NC(N)=NC12 5'-guanylic acid disodium potassium phosphate